CN1CCN(CC1)C1=CC=C(C=C1)NC1=NC2=CC=CC=C2C=N1 2-((4-(4-methylpiperazin-1-yl)phenyl)amino)quinazolin